BrC1=CC=C(C2=C1C=CO2)C(=O)OC methyl 4-bromobenzofuran-7-carboxylate